C[N+]1=C(N(C=C1CC(=O)O)C)C 3-methylcarboxymethyl-1,2-dimethylimidazolium